5,7-dichloro-4-(3,3-difluoropiperidin-1-yl)-8-fluoro-2-(methylthio)pyrido[4,3-d]pyrimidine ClC1=NC(=C(C=2N=C(N=C(C21)N2CC(CCC2)(F)F)SC)F)Cl